5-(4-((3-(cyclopropylmethyl)-8-fluoro-2,4-dioxo-1,2,3,4-tetrahydroquinazolin-7-yl)methyl)piperazin-1-yl)-N,6-dimethylpicolinamide C1(CC1)CN1C(NC2=C(C(=CC=C2C1=O)CN1CCN(CC1)C=1C=CC(=NC1C)C(=O)NC)F)=O